ClC=1C=C(C([C@H](N)C(=O)O)O)C=CC1O 3-chloro-β-hydroxytyrosine